N-(2-(3-Chloro-1-methyl-1H-pyrazol-4-yl)pyrimidin-4-yl)-6-fluoro-5-((R)-1-methoxyethyl)-8-((2R,3S)-2-methyl-3-((methanesulfonyl)methyl)azetidin-1-yl)isoquinolin-3-amine ClC1=NN(C=C1C1=NC=CC(=N1)NC=1N=CC2=C(C=C(C(=C2C1)[C@@H](C)OC)F)N1[C@@H]([C@H](C1)CS(=O)(=O)C)C)C